2,3,4-Trifluoro-N-{6-[4-(methylamino)phenoxy]pyridin-3-yl}benzamide FC1=C(C(=O)NC=2C=NC(=CC2)OC2=CC=C(C=C2)NC)C=CC(=C1F)F